18-methylestra-4-ene-3,17-dione CC[C@@]12C(CC[C@H]1[C@@H]1CCC3=CC(CC[C@@H]3[C@H]1CC2)=O)=O